C(C1=CC=CC=C1)NC=1NC(C=2N=CN(C2N1)[C@H]1C[C@@H]([C@H](O1)C(=O)N(C)OC)O[Si](C)(C)C(C)(C)C)=O (2S,3S,5R)-5-(2-benzylamino-6-oxo-1,6-dihydro-9H-purin-9-yl)-3-((tert-butyldimethylsilyl)oxy)-N-methoxy-N-methyltetrahydrofuran-2-carboxamide